C(CCCCCCCCCCC)(=O)OCCCCCCCCCCCCCCCCCCCCCCCCCCCCCCCCCCCCCCCCO 40-hydroxytetracontyl laurate